C(C)(C)(C)OC(=O)N1C(=C(C(=C1C1=NC=C(C=C1)C(F)(F)F)C)C)C(=O)O methyl-3-methyl-5-(5-(trifluoromethyl)pyridin-2-yl)-1H-pyrrole-1,2-dicarboxylic acid 1-tert-butyl ester